(4-Fluorophenyl)-3-(((5-methoxy-2-(trifluoromethyl)pyrazolo[1,5-a]pyrimidin-7-yl)amino)methyl)azetidine-1-sulfonamide FC1=CC=C(C=C1)C1N(CC1CNC1=CC(=NC=2N1N=C(C2)C(F)(F)F)OC)S(=O)(=O)N